ClC=1C=C(C=CC1F)NC(N(C=1C=NC(=CC1)OC)CC1=NN=C(N1CCOC)C(F)(F)F)=O (3-chloro-4-fluorophenyl)-1-((4-(2-methoxyethyl)-5-(trifluoromethyl)-4H-1,2,4-triazol-3-yl)methyl)-1-(6-methoxypyridin-3-yl)urea